CC1=NN(C2=NC(=CN=C21)N2CC1(CC2)CN(CC1)C1=NC(=NC(=C1)C(F)(F)F)C)CC(F)(F)F 2-[3-methyl-1-(2,2,2-trifluoroethyl)-1H-pyrazolo[3,4-b]pyrazin-6-yl]-7-[2-methyl-6-(trifluoromethyl)pyrimidin-4-yl]-2,7-diazaspiro[4.4]nonane